N-butanol CCCCO